COS(=O)(=O)[O-].[NH4+] ammonium methylsulfate salt